O1[C@@H]2[C@H](N(CC1)C1=CC(=C(N=N1)C1=C(C=C(C=C1)C(F)(F)F)O)C(F)F)CNCC2 2-[6-[(4aR,8aS)-2,3,4a,5,6,7,8,8a-octahydropyrido[4,3-b][1,4]oxazin-4-yl]-4-(difluoromethyl)pyridazin-3-yl]-5-(trifluoromethyl)phenol